(3S)-3-((7-chloro-2-(2-(2-propenoyl)-2,6-diazaspiro[3.4]octan-6-yl)-4-quinazolinyl)amino)-N,5-dimethylhexanamide ClC1=CC=C2C(=NC(=NC2=C1)N1CC2(CN(C2)C(C=C)=O)CC1)N[C@H](CC(=O)NC)CC(C)C